NC1=C(C=C(C(=O)OC)C=C1)NCC(C)(C)OC methyl 4-amino-3-[(2-methoxy-2-methylpropyl)amino]benzoate